2-amino-N-((2-methylthiazole-5-yl)methyl)thiophene-3-carboxamide NC=1SC=CC1C(=O)NCC1=CN=C(S1)C